NC(C)(C)C=1C=CC(=NC1)C1CC(C1)C1=NN2C(=NC=3C(=CC(=CC3C2=N1)F)OC)N 2-{3-[5-(2-aminopropan-2-yl)pyridin-2-yl]cyclobutyl}-9-fluoro-7-methoxy[1,2,4]triazolo[1,5-c]quinazolin-5-amine